8-(4-fluorophenyl)-6-azaspiro[3.4]octane FC1=CC=C(C=C1)C1CNCC12CCC2